diphenyl phosphorate P(OC1=CC=CC=C1)(OC1=CC=CC=C1)([O-])=O